COC1=C(C=CC(=C1)OC)CNC=1N=CC2=C(N1)N(C(C(=C2)N2CCN(C1=C(C=CC=C21)C)C(C=C)=O)=O)C2CCC(CC2)OC 2-[(2,4-dimethoxyphenyl)methylamino]-8-(4-methoxycyclohexyl)-6-(5-methyl-4-prop-2-enoyl-2,3-dihydroquinoxalin-1-yl)pyrido[2,3-d]pyrimidin-7-one